C(C)(C)(C)OC(=O)N1CC2(CC2)C[C@H]1[C@@H](C(=O)N1C(OC[C@H]1CC1=CC=CC=C1)=O)C1=CC=C(C=C1)Cl (S)-6-((S)-2-((R)-4-benzyl-2-oxooxazolidin-3-yl)-1-(4-chlorophenyl)-2-oxo-ethyl)-5-azaspiro[2.4]heptane-5-carboxylic acid tert-butyl ester